CC1=NC(=NC(=C1)C#C[Si](C(C)C)(C(C)C)C(C)C)CO (4-methyl-6-((triisopropylsilyl)ethynyl)pyrimidin-2-yl)methanol